FC(C(=O)O)(F)F.CC=1N=C(NC1C)C1=NC=CC(=C1)C=1C=NC=C(C1)C(=O)NCC1OCCC1 2'-(4,5-Dimethyl-1H-imidazol-2-yl)-N-((tetrahydrofuran-2-yl)methyl)-3,4'-bipyridine-5-carboxamide trifluoroacetate salt